9,9'-(5-(4,6-diphenylpyrimidin-2-yl)-1,3-phenylene)bis(3,6-bis(dibenzo[b,d]furan-4-yl)-9H-carbazole) C1(=CC=CC=C1)C1=NC(=NC(=C1)C1=CC=CC=C1)C=1C=C(C=C(C1)N1C2=CC=C(C=C2C=2C=C(C=CC12)C1=CC=CC2=C1OC1=C2C=CC=C1)C1=CC=CC2=C1OC1=C2C=CC=C1)N1C2=CC=C(C=C2C=2C=C(C=CC12)C1=CC=CC2=C1OC1=C2C=CC=C1)C1=CC=CC2=C1OC1=C2C=CC=C1